NC1=NC=CC=2N1C(=NC2C2CN(CCC2)C([C@@H](C)O)=O)C2=CC=C(CNC(C1=C(C=CC(=C1)F)OC)=O)C=C2 N-(4-(5-amino-1-(1-((R)-2-hydroxypropionyl)piperidin-3-yl)imidazo[1,5-c]pyrimidin-3-yl)benzyl)-5-fluoro-2-methoxybenzamide